O=C1NC(CCC1N1C(N(CC1)C1CCN(CC1)C(=O)OC(C)(C)C)=O)=O tert-butyl 4-(3-(2,6-dioxopiperidin-3-yl)-2-oxoimidazolidin-1-yl)piperidine-1-carboxylate